N-methyl-1H-indole-3-carboxamide CNC(=O)C1=CNC2=CC=CC=C12